OCC(COC1=CC=C(C=C1)CC(=O)O)OC 4-(3-hydroxy-2-methoxypropyloxy)phenylacetic acid